4-[4-(9'-phenyl-3,3'-bi-9H-carbazol-9-yl)phenyl]benzofuro[3,2-d]pyrimidine C1(=CC=CC=C1)N1C2=CC=CC=C2C=2C=C(C=CC12)C=1C=CC=2N(C3=CC=CC=C3C2C1)C1=CC=C(C=C1)C=1C2=C(N=CN1)C1=C(O2)C=CC=C1